C(C)OC=1C(=NC=C(C1)F)OC=1C=C(C=NC1)C1=NC=C(C=N1)C(=O)OC methyl 2-{5-[(3-ethoxy-5-fluoropyridin-2-yl)oxy]pyridin-3-yl}pyrimidine-5-carboxylate